NC1=NC=C(C2=C1C=NN2)NC(C(N2C(CC[C@@H](C2)C)C2=CC=NC=C2)=O)=O N-(4-amino-1H-pyrazolo[4,3-c]pyridin-7-yl)-2-oxo-2-[(5S)-5-methyl-2-(4-pyridyl)-1-piperidyl]acetamide